OC[C@H](C1=CC=CC=C1)NC1=NC(=NC=C1C=1OC(=NN1)C1=NC=CC=C1)NC1=CC2=C(B(OC2(C)C)O)C=C1 (S)-5-((4-((2-hydroxy-1-phenylethyl)amino)-5-(5-(pyridin-2-yl)-1,3,4-oxadiazol-2-yl)pyrimidin-2-yl)amino)-3,3-dimethylbenzo[c][1,2]oxaborol-1(3H)-ol